(S)-2-(4-fluorophenyl)pyrrolidine FC1=CC=C(C=C1)[C@H]1NCCC1